4-((R or S)-4-((1R,5S)-3,8-diazabicyclo[3.2.1]oct-3-yl)-6-chloro-2-(3-(dimethylamino)bicyclo[1.1.1]pentan-1-yl)-8-fluoroquinazolin-7-yl)naphthalen-2-ol dihydrochloride Cl.Cl.[C@H]12CN(C[C@H](CC1)N2)C2=NC(=NC1=C(C(=C(C=C21)Cl)C2=CC(=CC1=CC=CC=C21)O)F)C21CC(C2)(C1)N(C)C